(pent-4-enamide) butanoate C(CCC)(=O)O.C(CCC=C)(=O)N